(R)-3-fluoro-4-(2-(3-(hydroxymethyl)-1-(2-(pyridin-2-yl)propan-2-yl)pyrrolidin-3-yl)ethyl)benzonitrile FC=1C=C(C#N)C=CC1CC[C@@]1(CN(CC1)C(C)(C)C1=NC=CC=C1)CO